C(C1=CC=CC=C1)SC1(CN(C1)C(=O)OC(C)(C)C)C(CC(=O)OC)=O tert-butyl 3-benzylsulfanyl-3-(3-methoxy-3-oxo-propanoyl)azetidine-1-carboxylate